4-[(3-chloro-4-fluorophenyl)amino]-6-[1-(2-acetylamino-ethyl)-piperidine-4-yloxy]-7-methoxy-quinazoline ClC=1C=C(C=CC1F)NC1=NC=NC2=CC(=C(C=C12)OC1CCN(CC1)CCNC(C)=O)OC